N1CCCNC(CC(NCCC1)=O)=O 1,5,9-triazacyclododecane-6,8-dione